OO.[Zn].[Pd] palladium-zinc hydrogen peroxide